Cl.O=C1NN=C(C2=CC=CC=C12)C1=CC=C2CCN(CC2=C1)S(=O)(=O)N 7-(4-oxo-3,4-dihydro-phthalazin-1-yl)-3,4-dihydro-isoquinoline-2(1H)sulfonamide hydrochloride